C(C)(C)(C)OC(=O)N[C@@H]([C@H](O)C)C(=O)OCC1=CC=CC=C1 benzyl (tert-butoxycarbonyl)-L-threoninate